BrC=1C=CC(=NC1)N[C@@H]1CC[C@H](CC1)NC(OC(C)(C)C)=O tert-butyl (trans-4-((5-bromopyridin-2-yl)amino)cyclohexyl)carbamate